ClC1=C(C(=CC=C1)Cl)\C=C\CCCC 1-(2,6-dichlorophenyl)-trans-1-hexene